7-hydroxy-1,2,3,4-tetrahydrocyclopenta[b]indole OC1=CC=2C3=C(NC2C=C1)CCC3